C(\C=C/C(=O)O)(=O)O.C1(CCCC1)NC(=O)NC1=CC=C2C(=N1)C(=CN2)C2CCN(CC2)C(CC)CC N-cyclopentyl-N'-(3-(1-(3-pentyl)piperidin-4-yl)-pyrrolo[3,2-b]pyridin-5-yl)urea maleate